ClC=1C(=C(C(=O)NC2=CC(=NC=C2C)C(=O)N)C(=CC1)OC1=C(C(=C(C=C1)OC(F)(F)F)F)OC([2H])([2H])[2H])F 4-[[3-chloro-2-fluoro-6-[3-fluoro-2-(trideuteriomethoxy)-4-(trifluoromethoxy)phenoxy]benzoyl]amino]-5-methylpyridine-2-carboxamide